[2-(2,6-Dioxopiperidin-3-yl)-1,3-Dioxoisoindolin-5-yl]Aminocaproic acid tert-butyl ester C(C)(C)(C)OC(C(CCCC)NC=1C=C2C(N(C(C2=CC1)=O)C1C(NC(CC1)=O)=O)=O)=O